COC=1C(=CC(=C(C=O)C1)[N+](=O)[O-])O[Si](C(C)C)(C(C)C)C(C)C 5-methoxy-2-nitro-4-((triisopropylsilyl)oxy)benzaldehyde